2-(2-fluorobiphenyl-4-yl)acrylamide FC1=C(C=CC(=C1)C(C(=O)N)=C)C1=CC=CC=C1